1,3-bis(isocyanatomethyl)hexane N(=C=O)CCCC(CCC)CN=C=O